C(CCC)C1CCCC(C1)(CCCC)CCCC 1,5,5-tributylcyclohexane